C1=CC=C(C=C1)/C(=N/O)/N N-hydroxybenzenecarboximidamide